ClC1=CC=C(C(=O)N[C@@H]([C@@H](C)O)C2=NC(=NO2)C2=CC=C(C=C2)OC)C=C1 4-Chloro-N-((1S,2R)-2-hydroxy-1-(3-(4-methoxyphenyl)-1,2,4-oxadiazol-5-yl)propyl)benzamid